ClC=1C=C(C=CC1F)C=1OC(=NN1)[C@H](C)C1CCC(CC1)C1=CC=NC2=CC=C(C=C12)F 2-(3-chloro-4-fluorophenyl)-5-((R)-1-((1s,4S)-4-(6-fluoroquinolin-4-yl)cyclohexyl)ethyl)-1,3,4-oxadiazole